Methyl 2-[4-[5-(tert-butoxycarbonylamino)-4-cyano-1-isopropyl-pyrazol-3-yl]-3-chloro-phenyl]acetate C(C)(C)(C)OC(=O)NC1=C(C(=NN1C(C)C)C1=C(C=C(C=C1)CC(=O)OC)Cl)C#N